benzyl (2R,5S)-4-[(2-acetamidothiazol-5-yl)methyl]-5-methyl-2-[(2-methyl-4-pyridyl)methyl]piperazine-1-carboxylate C(C)(=O)NC=1SC(=CN1)CN1C[C@H](N(C[C@@H]1C)C(=O)OCC1=CC=CC=C1)CC1=CC(=NC=C1)C